2-bromo-5,7-dihydro-5,7,7-triphenylindeno[2,1-b]carbazole BrC=1C=C2C=3C=C4C(=CC3N(C2=CC1)C1=CC=CC=C1)C(C1=CC=CC=C14)(C1=CC=CC=C1)C1=CC=CC=C1